FC=1C=C(C=C(C1)F)C1N(CCNC1)C(=O)N1CC2(CCCC2)[C@](CC1)(O)CN1C=NC(=CC1=O)C1=CC=CC=C1 3-(((10S)-7-(2-(3,5-difluorophenyl)piperazine-1-carbonyl)-10-hydroxy-7-azaspiro[4.5]decan-10-yl)methyl)-6-phenylpyrimidin-4(3H)-one